P(=O)(OF)(OF)[O-].[Li+] lithium difluoro (phosphate)